P(=O)(O)(O)O.CN1C=2C=CC(=C(C2CC2=CC=CC=C12)[Na])[Na] (10-methyl-9,10-dihydroacridinylidene)disodium phosphate